C(C)OC(=O)C1=NN(C=C1C1=CN(C(C(=C1)C)=O)C)CC1=CC=CC=C1 1-Benzyl-4-(1,5-dimethyl-6-oxo-1,6-dihydro-pyridin-3-yl)-1H-pyrazole-3-carboxylic acid ethyl ester